ethyl-1-(6-nitro-3-pyridinyl)pyrrolidin-3-amine C(C)C1N(CCC1N)C=1C=NC(=CC1)[N+](=O)[O-]